BrC1=C(C=C(C=N1)C(=O)N1CCN(CC1)C=1OC=2C(=NC(=CC2)Cl)N1)C (6-bromo-5-methyl-3-pyridyl)-[4-(5-chlorooxazolo[4,5-b]pyridin-2-yl)piperazin-1-yl]methanone